C1(=CC=CC=C1)[C@H]1[C@@H](C1)C1(CC(CCC1)N)N 1-((trans)-2-phenylcyclopropyl)cyclohexane-1,3-diamine